[(2-(hydroxymethyl)pyrrolidin-1-yl)methyl]-7',8'-dihydro-6'H-spiro[cyclohexane-1,9'-furo[2,3-f]quinazoline]-7'-one OCC1N(CCC1)CC1=CC=2C(=C3C4(NC(NC3=CC2)=O)CCCCC4)O1